2-chloro-4-fluoro-5-(1,2,3,6-tetrahydro-2,6-dioxo-4-trifluoromethyl-pyrimidin-1-yl)benzoyl chloride ClC1=C(C(=O)Cl)C=C(C(=C1)F)N1C(NC(=CC1=O)C(F)(F)F)=O